COC=1C=C2C=CC(=NC2=CC1OC)C1=CC=C(C=C1)OC 6,7-dimethoxy-2-(4-methoxyphenyl)quinoline